CN(C/C=C/C(=O)N1CCN(CC1)C1=NC=CN=C1NC1=CC=C(C=C1)C(F)(F)F)CC#C (E)-4-(methyl(prop-2-yn-1-yl)amino)-1-(4-(3-((4-(trifluoromethyl)phenyl)amino)pyrazin-2-yl)piperazin-1-yl)but-2-en-1-one